C1(CCCCC1)C(=O)O 1-cyclohexanecarboxylic acid